ICC1=C2C=CC=NC2=CC=C1 5-(iodomethyl)quinoline